N-deazaadenosine 5'-triphosphate P(O)(=O)(OP(=O)(O)OP(=O)(O)O)OC[C@@H]1[C@H]([C@H]([C@@H](O1)N1C=NC=2C(C)=NC=NC12)O)O